FC1=CC=C(C=C1)N1N=C(C=C1)NC(=O)C=1C(N(C=CC1)C1=CC=NN1CCC(F)(F)F)=O N-[1-(4-fluorophenyl)-1H-pyrazol-3-yl]-2-oxo-1-[1-(3,3,3-trifluoropropyl)-1H-pyrazol-5-yl]-1,2-dihydropyridine-3-carboxamide